1-((9,9-dimethyl-7-(piperazin-1-ylmethyl)-9,10-dihydroacridin-3-yl)oxy)-2-methylpropan-2-ol CC1(C2=CC(=CC=C2NC=2C=C(C=CC12)OCC(C)(O)C)CN1CCNCC1)C